C1(C(CC(CC1)CO)CO)CO 1,2,4-cyclohexanetrimethanol